ClC=1C(=NC(=NC1)NC1=C(C=C(C=C1)N1CCC(CC1)N1CCN(CC1)C)OC)NC=1C=C(C=CC1)C1=C(C(=CC=C1)C=O)OCC1=CC=C(C=C1)OC 3'-((5-chloro-2-((2-methoxy-4-(4-(4-methylpiperazin-1-yl)piperidin-1-yl)phenyl)amino)pyrimidin-4-yl)amino)-2-((4-methoxybenzyl)oxy)-[1,1'-biphenyl]-3-carbaldehyde